C(C1=CC=CC=C1)N1C[C@H]([C@@H](C1)C1CCCCC1)C(=O)OC |r| Methyl (±)-trans-1-benzyl-4-(cyclohexyl)pyrrolidine-3-carboxylate